3-(1-(o-tolyl)vinyl)-1H-pyrazole C1(=C(C=CC=C1)C(=C)C1=NNC=C1)C